N-(5-(3,5-difluorobenzyl)-1H-indazol-3-yl)-4-(4-(3-(1-(2,6-dioxopiperidin-3-yl)-1H-indol-4-yl)prop-2-yn-1-yl)piperazin-1-yl)-2-((tetrahydro-2H-pyran-4-yl)amino)benzamide FC=1C=C(CC=2C=C3C(=NNC3=CC2)NC(C2=C(C=C(C=C2)N2CCN(CC2)CC#CC2=C3C=CN(C3=CC=C2)C2C(NC(CC2)=O)=O)NC2CCOCC2)=O)C=C(C1)F